ClC1=CC=C(C=C1)CCC1=C(C(=CC=2C3=CC(=CC=C3C(=CC12)C(=O)N)O)OC)OC (4-chlorophenyl-ethyl)-6-hydroxy-2,3-dimethoxyphenanthrene-9-carboxamide